2-{6-Cyclopropyl-4-[4-fluoro-2-(4-methyl-4H-1,2,4-triazol-3-yl)phenyl]-2-pyridyl}-1-oxo-2,5,6,7,8,9-hexahydroβ-carboline-4-carbonitrile C1(CC1)C1=CC(=CC(=N1)N1C(C=2NC=3CCCCC3C2C(=C1)C#N)=O)C1=C(C=C(C=C1)F)C1=NN=CN1C